benzyl (S)-4-(4-(tert-butoxy carbonyl)-3-(2-methoxy ethyl)piperazin-1-yl)-2-chloro-5,8-dihydropyrido[3,4-d]pyrimidine-7(6H)-carboxylate C(C)(C)(C)OC(=O)N1[C@H](CN(CC1)C=1C2=C(N=C(N1)Cl)CN(CC2)C(=O)OCC2=CC=CC=C2)CCOC